C(C1=CC=CC=C1)OC=1C(=C(C=CC1)NC(CC1=CC=C2C=CNC2=C1)=O)Br N-(3-(benzyloxy)-2-bromophenyl)-2-(1H-indol-6-yl)acetamide